CN1N=C(N=C1)C1=CC(=CC=C1)B1OC(C(O1)(C)C)(C)C 1-methyl-3-(3-(4,4,5,5-tetramethyl-1,3,2-dioxaborolan-2-yl)phenyl)-1H-1,2,4-triazole